C(#C)C=1C=NN(C1C(F)(F)F)C1=CC=CC=C1 4-ethynyl-1-phenyl-5-(trifluoromethyl)-1H-pyrazole